[3-(trimethoxysilyl)propyl]-1,2-ethylenediamine CO[Si](CCCNCCN)(OC)OC